OC[C@H]1O[C@@H]([C@@H]([C@H]([C@H]1O)N1N=NC(=C1)C1=CC(=C(C(=C1)F)F)F)OC)CC1=CC(=NO1)C1(CC1)C (2R,3R,4S,5R,6R)-2-(hydroxymethyl)-5-methoxy-6-((3-(1-methylcyclopropyl)isoxazol-5-yl)methyl)-4-(4-(3,4,5-trifluorophenyl)-1H-1,2,3-triazol-1-yl)tetrahydro-2H-pyran-3-ol